5-isopropyl-8-((2R,3S)-2-methyl-3-((methylsulfonyl)methyl)azetidin-1-yl)isoquinolin-3-amine C(C)(C)C1=C2C=C(N=CC2=C(C=C1)N1[C@@H]([C@H](C1)CS(=O)(=O)C)C)N